1-(1-methylprop-2-ynyl)-4-nitro-pyrazole CC(C#C)N1N=CC(=C1)[N+](=O)[O-]